COC([C@](CC1=CNC2=C(C=CC=C12)F)(O)C)=O methyl-(2S)-3-(7-fluoro-1H-indol-3-yl)-2-hydroxy-propionic acid methyl ester